C12N(CC(CC1)C2)CC=2NC1=CC(=CC=C1C2)CNC(=O)C=2N=C1N(C(C2)=O)C=CC=C1 N-[[2-(2-azabicyclo[2.2.1]heptan-2-ylmethyl)-1H-indol-6-yl]methyl]-4-oxo-pyrido[1,2-a]pyrimidine-2-carboxamide